C1(CC1)N1CC(CC1)OC(CCNC=1N=[N+](C2=C([N+]1[O-])C=CC(=C2)OC(F)(F)F)[O-])=O 3-((3-((1-Cyclopropylpyrrolidin-3-yl)oxy)-3-oxopropyl)amino)-7-(trifluoromethoxy)benzo[e][1,2,4]triazine-1,4-dioxide